Racemic-4-bromo-N-(1-(6,7-difluoro-1-methoxyisoquinolin-4-yl)ethyl)-N-methylbenzamide BrC1=CC=C(C(=O)N(C)[C@H](C)C2=CN=C(C3=CC(=C(C=C23)F)F)OC)C=C1 |r|